(Z)-7-(5-(4-chlorobenzyl)-2,4-dioxathiazolidine-3-yl)-N-hydroxyheptanamide ClC1=CC=C(CC2ON(OS2)CCCCCCC(=O)NO)C=C1